1,1,3-Tris-(2-methyl-4-hydroxy-5-cyclohexyl-phenyl)-butan CC1=C(C=C(C(=C1)O)C1CCCCC1)C(CC(C)C1=C(C=C(C(=C1)C1CCCCC1)O)C)C1=C(C=C(C(=C1)C1CCCCC1)O)C